1,3,5-tris((3,5-bis((4-(1-((2,2,6,6-tetramethylpiperidin-1-yl)oxy)ethyl)benzyl)oxy)benzyl)oxy)benzene CC1(N(C(CCC1)(C)C)OC(C)C1=CC=C(COC=2C=C(COC3=CC(=CC(=C3)OCC3=CC(=CC(=C3)OCC3=CC=C(C=C3)C(C)ON3C(CCCC3(C)C)(C)C)OCC3=CC=C(C=C3)C(C)ON3C(CCCC3(C)C)(C)C)OCC3=CC(=CC(=C3)OCC3=CC=C(C=C3)C(C)ON3C(CCCC3(C)C)(C)C)OCC3=CC=C(C=C3)C(C)ON3C(CCCC3(C)C)(C)C)C=C(C2)OCC2=CC=C(C=C2)C(C)ON2C(CCCC2(C)C)(C)C)C=C1)C